C1(CCC1)N1CCC(CC1)N1N=C2C(=CC(=CC2=C1)C=1C=C(C=2N(N1)C=C(N2)C)C)F 6-[2-(1-cyclobutyl-4-piperidyl)-7-fluoro-indazol-5-yl]-2,8-dimethyl-imidazo[1,2-b]pyridazine